ethyl 2-[[[5-[5-[2-(cyclopropanecarbonylamino) imidazo[1,2-a]pyridin-5-yl]-2-methoxy-phenyl]-2-furyl]-[(2-ethoxy-1,1-dimethyl-2-oxo-ethyl) amino] phosphoryl] amino]-2-methyl-propanoate C1(CC1)C(=O)NC=1N=C2N(C(=CC=C2)C=2C=CC(=C(C2)C2=CC=C(O2)P(=O)(NC(C(=O)OCC)(C)C)NC(C(=O)OCC)(C)C)OC)C1